FC(S(=O)(=O)NC=1SC=CN1)(F)F ((trifluoromethyl)sulfonamido)thiazol